tert-butyl (3-hydroxy-4-((5-nitrothiazol-2-yl)carbamoyl)phenyl)(tetrahydro-2H-pyran-4-yl)carbamate OC=1C=C(C=CC1C(NC=1SC(=CN1)[N+](=O)[O-])=O)N(C(OC(C)(C)C)=O)C1CCOCC1